CN1CCN(CC1)C1=CC2=C(NC(=N2)C2=NNC=C2N)C=C1 3-(5-(4-methylpiperazin-1-yl)-1H-benzo[d]imidazol-2-yl)-1H-pyrazol-4-amine